maleic anhydride vinyl-eleostearate C(=C)OC(CCCCCCCC=CC=CC=CCCCC)=O.C1(\C=C/C(=O)O1)=O